C[As](O)(O)=O methylarsonic Acid